N-(2-cyclopropylimidazo[1,2-a]pyridin-6-yl)-4-(piperazin-1-yl)-2,3-dihydro-1H-pyrrolo[2,3-b]pyridine-1-carboxamide 2,2,2-trifluoroacetate FC(C(=O)O)(F)F.C1(CC1)C=1N=C2N(C=C(C=C2)NC(=O)N2CCC=3C2=NC=CC3N3CCNCC3)C1